C1(CC1)OC=1C(=NC=C(C1)C1CC1)N1CCN(CC1)C(=O)OC(C)(C)C tert-butyl 4-(3-cyclopropoxy-5-cyclopropylpyridin-2-yl)piperazine-1-carboxylate